BrC1=CC=C(S1)CN1N=NNC1=O 1-((5-bromothiophen-2-yl)methyl)-1,4-dihydro-5H-tetrazol-5-one